C(C1=CC=CC=C1)OCC1CCC(CC1)C1=NC2=C(N1)C=C(C(=C2)C(=O)OC)NC(=O)C2=NC(=CC=C2)C(F)(F)F methyl 2-[4-(benzyloxymethyl)cyclohexyl]-6-[[6-(trifluoromethyl)pyridine-2-carbonyl]amino]-1H-benzimidazole-5-carboxylate